(4-(1-Methylcyclopropyl)phenyl)(1-oxa-6-azaspiro[2.5]octan-6-yl)methanone CC1(CC1)C1=CC=C(C=C1)C(=O)N1CCC2(CO2)CC1